CN(C1=CC=C(C(=O)OCCOCCCC)C=C1)C 2-butoxyethyl 4-(dimethylamino)benzoate